[Br-].NCCCN1CN(C=C1)CCO 1-(3-aminopropyl)-3-(2-hydroxyethyl)-imidazole bromide